ClC1=C(C=CC(=C1)F)C=1CCSC2=C(C1C1=CC=C(C=C1)O[C@@H]1CN(CC1)CCCF)C=C(C=C2)O 4-(2-chloro-4-fluoro-phenyl)-5-[4-[(3S)-1-(3-fluoropropyl)pyrrolidin-3-yl]oxyphenyl]-2,3-dihydro-1-benzothiepin-7-ol